5-bromopyridin-2-yltetrafluoro-λ6-sulfanyl chloride BrC=1C=CC(=NC1)S(F)(F)(F)(F)Cl